N-(6-{[6,7-Bis(methyloxy)chinolin-4-yl]oxy}-5-chloropyridin-3-yl)-N'-(phenylmethyl)cyclopropan-1,1-dicarboxamid COC=1C=C2C(=CC=NC2=CC1OC)OC1=C(C=C(C=N1)NC(=O)C1(CC1)C(=O)NCC1=CC=CC=C1)Cl